THIAZOLIDINDION S1C(NC(C1)=O)=O